FC=1C=C(C2=C(SC=C2)C1)N1CCN(CC1)CCC1=CC=C2CCC(N(C2=C1)C(COCCOC)=O)=O 7-(2-(4-(6-Fluorobenzo[b]thiophen-4-yl)piperazin-1-yl)ethyl)-1-(2-(2-methoxyethoxy)acetyl)-3,4-dihydroquinolin-2(1H)-one